N1=C(C=CC=C1)CN1N=C(C(=C1)C1=NC(=NC=C1)NC1=CC=C(C=C1)N1CCN(CC1)C(=O)OC(C)(C)C)C=1C=NC=CC1 tert-Butyl 4-(4-((4-(1-(pyridin-2-ylmethyl)-3-(pyridin-3-yl)-1H-pyrazol-4-yl)pyrimidin-2-yl)amino)phenyl)piperazine-1-carboxylate